(6R)-3,3-difluoro-6-[(1R,3aS,7aR,E)-4-{2-[5-(3,5-dichlorophenyl)-2H-tetrazol-2-yl]ethylidene}-7a-methyloctahydro-1H-inden-1-yl]-2-methylheptan-2-ol FC(C(C)(O)C)(CC[C@@H](C)[C@H]1CC[C@H]2/C(/CCC[C@]12C)=C/CN1N=C(N=N1)C1=CC(=CC(=C1)Cl)Cl)F